C(C)OC(CCN1N=C(C=C1)C1=CC(=CC(=C1)C(F)(F)F)C(F)(F)F)=O 3-(3-(3,5-bis(trifluoromethyl)phenyl)-1H-pyrazol-1-yl)propionic acid ethyl ester